The molecule is an amino trisaccharide that is alpha-L-fucosyl-(1->4)-N-acetyl-beta-D-glucosamine in which the hydroxy group at position 3 of the N-acetyl-beta-D-glucosamine moiety has been converted to the corresponding alpha-L-arabinopyranosyl derivative. It is an amino trisaccharide and a member of acetamides. It derives from an alpha-L-fucosyl-(1->4)-N-acetyl-beta-D-glucosamine and an alpha-L-arabinopyranose. C[C@H]1[C@H]([C@H]([C@@H]([C@@H](O1)O[C@@H]2[C@H](O[C@H]([C@@H]([C@H]2O[C@H]3[C@@H]([C@H]([C@H](CO3)O)O)O)NC(=O)C)O)CO)O)O)O